1-bromo-2-fluoro-4-methyl-sulfonyl-benzene BrC1=C(C=C(C=C1)S(=O)(=O)C)F